5-(3-Fluorobenzenesulfonyl)-N-[(4-fluorophenyl)methyl]-1H,2H,3H,4H,5H,6H-pyrrolo[3,4-c]pyrrole-2-carboxamide FC=1C=C(C=CC1)S(=O)(=O)N1CC2=C(C1)CN(C2)C(=O)NCC2=CC=C(C=C2)F